(8R,9R,10S)-9-(4-bromophenyl)-4-(hydroxymethyl)-N-(4-methoxyphenyl)-10-(trityloxymethyl)-1,6-diazabicyclo[6.2.0]decane-6-carboxamide BrC1=CC=C(C=C1)[C@@H]1[C@@H]2CN(CC(CCN2[C@@H]1COC(C1=CC=CC=C1)(C1=CC=CC=C1)C1=CC=CC=C1)CO)C(=O)NC1=CC=C(C=C1)OC